(2R,3S)-2-((E)-3-(7-chloro-5-(trifluoromethyl)-1H-benzo[d]imidazol-1-yl)prop-1-en-1-yl)piperidin-3-ol dihydrochloride Cl.Cl.ClC1=CC(=CC2=C1N(C=N2)C/C=C/[C@H]2NCCC[C@@H]2O)C(F)(F)F